bis(2-ethoxyethoxy)phthalonitrile C(C)OCCOC=1C(=C(C(C#N)=CC1)C#N)OCCOCC